C(C1=CC=CC=C1)OC1=C(C=C(C(=C1)OCC1=CC=CC=C1)C(C)C)C=1N(C(=NN1)C(=O)OCC)C1=CC=C(C=C1)CC1CCN(CC1)S(=O)(=O)C Ethyl 5-(2,4-bis(benzyloxy)-5-isopropylphenyl)-4-(4-((1-(methylsulfonyl)piperidin-4-yl)methyl)phenyl)-4H-1,2,4-triazole-3-carboxylate